N-(4-(2-aminoethyl)phenyl)tetrahydro-2H-pyran-4-amine NCCC1=CC=C(C=C1)NC1CCOCC1